C(C1=CC=CC=C1)OC1=CC(=C(C=O)C=C1)Cl 4-(benzyloxy)-2-chlorobenzaldehyde